oxirane-2-carbonyl-N-[(trimethoxysilyl)methyl]carbamate O1C(C1)C(=O)OC(NC[Si](OC)(OC)OC)=O